FC=1C2=CNN=C2C=C(C1)C#N 4-fluoro-2H-indazole-6-carbonitrile